N-[5-(2,6-difluoro-4-methoxyphenyl)-2-[6-methoxy-3-(trifluoromethyl)pyridin-2-yl]-1-methyl-3-oxo-2,3-dihydro-1H-pyrazol-4-yl]-4-(difluoromethoxy)benzamide FC1=C(C(=CC(=C1)OC)F)C1=C(C(N(N1C)C1=NC(=CC=C1C(F)(F)F)OC)=O)NC(C1=CC=C(C=C1)OC(F)F)=O